ethyl (S)-2-((3-((tert-butoxycarbonyl)amino)-5-methyl-4-oxo-2,3,4,5-tetrahydrobenzo[b][1,4]oxazepin-7-yl)oxy)acetate C(C)(C)(C)OC(=O)N[C@@H]1C(N(C2=C(OC1)C=CC(=C2)OCC(=O)OCC)C)=O